propanetriol 1-acetate CC(=O)OC[C@H](CO)O